(S)-2-((R)-hydroxy(4-nitrophenyl)methyl)cyclohexan-1-one O[C@H]([C@H]1C(CCCC1)=O)C1=CC=C(C=C1)[N+](=O)[O-]